(R)-5-amino-N-((3',5'-difluoro-[3,4'-bipyridin]-6-yl)methyl)-N-(5,6,7,8-tetrahydroquinolin-8-yl)-6,8-dihydro-1H-furo[3,4-d]pyrrolo[3,2-b]pyridine-2-carboxamide NC1=C2C(=C3C(=N1)C=C(N3)C(=O)N([C@@H]3CCCC=1C=CC=NC31)CC3=CC=C(C=N3)C3=C(C=NC=C3F)F)COC2